FC(C=1C=CC(=C(C1)O)C1=NN=C(C2=CC=CC=C12)N[C@H]1CN(CCC1)C)F (R)-5-(difluoromethyl)-2-(4-((1-methylpiperidin-3-yl)amino)phthalazin-1-yl)phenol